N,N'-dicyclohexylurea C1(CCCCC1)NC(=O)NC1CCCCC1